C1(=CC=CC=C1)S(=O)(=O)N1C=C(C2=CC=CC=C12)C=O 1-benzenesulfonyl-1H-indole-3-carbaldehyde